Methyl (Z)-1-(4-amino-2-fluorobut-2-en-1-yl)-4-(5-(N,N-diethylsulfamoyl)-2-methoxyphenyl)-1H-benzo[d][1,2,3]triazole-6-carboxylate NC\C=C(\CN1N=NC2=C1C=C(C=C2C2=C(C=CC(=C2)S(N(CC)CC)(=O)=O)OC)C(=O)OC)/F